2-thia-1-aza-6-azaspiro[3.3]heptane 2,2-dioxide N1S(CC12CNC2)(=O)=O